(S)-8-chloro-6-((isoquinolin-5-yl(1-(1-methylcyclopropyl)-1H-1,2,3-triazol-4-yl)methyl)amino)-4-(neopentylamino)quinoline-3-carbonitrile ClC=1C=C(C=C2C(=C(C=NC12)C#N)NCC(C)(C)C)N[C@H](C=1N=NN(C1)C1(CC1)C)C1=C2C=CN=CC2=CC=C1